3-(1-oxo-5-(((1S,2R)-2-(3-(quinolin-4-yl)azetidin-1-yl)cyclohexyl)oxy)isoindolin-2-yl)piperidine-2,6-dione O=C1N(CC2=CC(=CC=C12)O[C@@H]1[C@@H](CCCC1)N1CC(C1)C1=CC=NC2=CC=CC=C12)C1C(NC(CC1)=O)=O